(S)-(7-benzyl-4-oxa-7-azaspiro[2.5]octan-5-yl)methanol C(C1=CC=CC=C1)N1C[C@H](OC2(CC2)C1)CO